5-(2-Isopropyl-4,5-dimethoxy-benzyl)-N4-[2-(3-methoxy-phenyl)-ethyl]-pyrimidine-2,4-diamine C(C)(C)C1=C(CC=2C(=NC(=NC2)N)NCCC2=CC(=CC=C2)OC)C=C(C(=C1)OC)OC